C(C)OC1=C(C=CC(=C1)[N+](=O)[O-])NC(C1=CC(=CC=C1)Cl)=O N-(2-ethoxy-4-nitrophenyl)-3-chlorobenzamide